N1(CCC2=CC=CC=C12)C(C#N)C#N 2-(indolin-1-yl)malononitrile